N-(Methoxymethyl)-N-[(trimethylsilyl)methyl]benzylamine COCN(C[Si](C)(C)C)CC1=CC=CC=C1